(2R)-2-(tert-butoxycarbonylamino)-3-(5-chloro-4-methoxycarbonyl-2-nitro-phenyl)sulfanyl-propanoic acid C(C)(C)(C)OC(=O)N[C@H](C(=O)O)CSC1=C(C=C(C(=C1)Cl)C(=O)OC)[N+](=O)[O-]